C(CCCCC)C1C(C(C(CC1)CCCCCCCCN1C(C=CC1=O)=O)CCCCCCCCN1C(C=CC1=O)=O)CCCCCCCC 1,1'-[(4-hexyl-3-octylcyclohexane-1,2-diyl)bis(octane-1,8-diyl)]bis(1H-pyrrole-2,5-dione)